4-[3-[2,6-dichloro-4-(1-methylpyrazol-4-yl)benzoyl]-2,4-dihydro-1,3-benzoxazin-8-yl]-3-fluoro-2-Morpholin-4-ylbenzoic acid ClC1=C(C(=O)N2COC3=C(C2)C=CC=C3C3=C(C(=C(C(=O)O)C=C3)N3CCOCC3)F)C(=CC(=C1)C=1C=NN(C1)C)Cl